4-hexylpiperazin C(CCCCC)N1CCNCC1